t-butyl (2S,4R)-2-(((t-butyldiphenylsilyl)oxy)methyl)-4-hydroxypyrrolidine-1-carboxylate [Si](C1=CC=CC=C1)(C1=CC=CC=C1)(C(C)(C)C)OC[C@H]1N(C[C@@H](C1)O)C(=O)OC(C)(C)C